C(=O)(O)CN1CCN(CCN(CCN(CC1)CC(=O)O)CC(=O)O)CC(=O)N[C@H](CC1=CC=CC=C1)C(=O)N[C@@H](CS)C(=O)N[C@@H](CC1=CC=C(C=C1)O)C(=O)N[C@H](CC1=CNC2=CC=CC=C12)C(=O)N[C@@H](CCCCN)C(=O)N[C@@H]([C@H](O)C)C(=O)N[C@@H](CS)C(=O)N[C@@H]([C@H](O)C)C(=O)O N-[(4,7,10-tricarboxymethyl-1,4,7,10-tetrazacyclododec-1-yl)acetyl]-(D)-phenylalanyl-(L)-cysteinyl-(L)-tyrosyl-(D)-tryptophanyl-(L)-lysyl-(L)-threoninyl-(L)-cysteinyl-(L)-threonine